(7-fluoro-2,3-dihydro-1,4-benzoxazin-4-yl)-(3-iodo-8-methyl-imidazo[1,2-a]pyridin-6-yl)methanone FC1=CC2=C(N(CCO2)C(=O)C=2C=C(C=3N(C2)C(=CN3)I)C)C=C1